Ethyl (-)-2-{[(E)-{2-chloro-5-[4-(1,1-difluoroethyl)-3-methyl-2,6-dioxo-3,6-dihydropyrimidin-1(2H)-yl]-4-fluorobenzylidene}amino]oxy}propanoate ClC1=C(\C=N\OC(C(=O)OCC)C)C=C(C(=C1)F)N1C(N(C(=CC1=O)C(C)(F)F)C)=O